C(C)(C)(C)OC(=O)C1=C(N=NC(=C1C)Cl)Cl.O1C=CC=2C(=NC=CC21)C2=CC=C(C(=O)NCC(CC)O)C=C2 4-(furo[3,2-c]pyridin-4-yl)-N-(2-hydroxybutyl)benzamide tert-butyl-3,6-dichloro-5-methylpyridazine-4-carboxylate